methyl-2-hydroxyisobutane CCC(C)(C)O